COC1=CC=C(C=C1)C(N1CCNCC1)C=1C=NC=CC1 1-((4-methoxyphenyl)(pyridin-3-yl)methyl)piperazine